C(C)N1N=C(C=C1)C(=O)[O-] 1-ethyl-1H-pyrazole-3-carboxylate